CN1N=CC=C1C1=NN2C(C=CC(=C2)C(=O)O)=N1 2-(1-Methyl-1H-pyrazol-5-yl)[1,2,4]triazolo[1,5-a]pyridine-6-carboxylic acid